7-phenyl-4,6-heptadienyl iodide C1(=CC=CC=C1)C=CC=CCCCI